C[C@@H]1N(CCN(O1)C)CCOC1=CC=C(C=C1)NC(NCC(=O)NC1=CC=C(C=C1)N(C(OCC1=CC=CC=C1)=O)[C@@H]1C[C@@H](N(C2=CC=CC=C12)C(CC)=O)C)=O benzyl (4-(2-(3-(4-(2-((R)-2,4-dimethyl-3-oxapiperazin-1-yl)ethoxy)phenyl)ureido)acetamido)phenyl)((2S,4R)-2-methyl-1-propionyl-1,2,3,4-tetrahydroquinolin-4-yl)carbamate